OC1=NC(=C(C(=C1C=O)O)N(C1=CC=CC=C1)C(C)C)C1=NN(C=C1)C (2,4-dihydroxy-5-(isopropyl-(phenyl)amino)-6-(1-methyl-1H-pyrazol-3-yl)pyridin-3-yl)methanone